(R)-1-(2-chloropyridin-3-yl)ethyl (1-methyl-4-(5-(3-oxocyclobutane-1-carboxamido) pyridin-2-yl)-1H-1,2,3-triazol-5-yl)carbamate CN1N=NC(=C1NC(O[C@H](C)C=1C(=NC=CC1)Cl)=O)C1=NC=C(C=C1)NC(=O)C1CC(C1)=O